FCCCOCCCF di(3-fluoro n-propyl) ether